C(C)(C)(C)C=1C=C(C=C(C1O)N1N=C2C(=N1)C=CC(=C2)Cl)CCC(=O)OC methyl 3-[3-t-butyl-5-(5-chloro-2H-benzotriazol-2-yl)-4-hydroxyphenyl]propionate